C(CCCCCCCCCCCCCCCCCCC)OP(=O)(O)O.P(=O)(OCCCCCCCCCCCCCCCCCCCC)(O)O arachidyl phosphate, arachidyl-phosphate salt